N1=CC(=CC=C1)NC(=O)C1=CC=2NC3=C(C=CC=C3C2CC=C1)N(C(C)C)C(C)C N-(pyridin-3-yl)-4-(diisopropyl)amino-10H-cyclohepta-[7,6-b]indole-7-carboxamide